1-(4-bromophenyl)-2-morpholinoethane-1,2-dione BrC1=CC=C(C=C1)C(C(=O)N1CCOCC1)=O